C1(=CC=CC=C1)S(=O)(=O)C1CC(C1)NC(=O)[C@H]1N(C[C@@H](C1)O)C([C@H](C(C)(C)C)N1N=NC(=C1)C1CC1)=O (2S,4r)-N-[3-(benzenesulfonyl)cyclobutyl]-1-[(2S)-2-(4-cyclopropyltriazol-1-yl)-3,3-dimethyl-butyryl]-4-hydroxy-pyrrolidine-2-carboxamide